2-ethylhexyl 3-[4-(diethylaminomethyl)-2-hydroxy-phenyl]sulfanylpropanoate C(C)N(CC)CC1=CC(=C(C=C1)SCCC(=O)OCC(CCCC)CC)O